[C@@H]1([C@H](O)[C@@H](O)[C@H](O)[C@H](O1)CO)C(=O)NC N-methyl β-D-glucopyranosidonamide